Tert-butyl 4-(4-ethoxy-4-oxobutoxy)piperidine-1-carboxylate C(C)OC(CCCOC1CCN(CC1)C(=O)OC(C)(C)C)=O